OC(C(C(=O)O)(C)C)C 3-hydroxy-2,2-dimethyl-butyric acid